FC1(OC2=C(O1)C=CC(=C2)[C@H](C)OC2=NC=CC(=C2)N2N=C(C=1CCCC(C21)OC21CC(C2)(C1)C(=O)OC)C(F)(F)F)F methyl 3-[[1-[2-[(1S)-1-(2,2-difluoro-1,3-benzodioxol-5-yl)ethoxy]-4-pyridyl]-3-(trifluoromethyl)-4,5,6,7-tetrahydroindazol-7-yl]oxy]bicyclo[1.1.1]pentane-1-carboxylate